C(#N)C=1C=NN2C1C(=CC(=C2)C=2C=NN(C2C)C2CN(C2)[C@@H]2CN(CCC2)C(=O)OC(C)(C)C)OC tert-Butyl (3S)-3-[3-(4-[3-cyano-4-methoxypyrazolo[1,5-a]pyridin-6-yl]-5-methylpyrazol-1-yl)azetidin-1-yl]piperidine-1-carboxylate